NC=1C(NC2=C3C=CC=NC3=C(C=C2C1C1=C2C=NNC2=C(C=C1)F)O[C@H](C(F)(F)F)C)=O 3-amino-4-(7-fluoro-1H-indazol-4-yl)-6-[(2S)-1,1,1-trifluoropropan-2-yl]oxy-1H-1,7-phenanthrolin-2-one